C1(CCCCC1)C=1SC(=CN1)CN1CCCCC1 1-((2-cyclohexylthiazol-5-yl)methyl)piperidin